3-phenyl-1,3-propandion C1(=CC=CC=C1)C(CC=O)=O